FC1=C(C(=CC(=C1)C#CC1=CC=C(C=C1)C1CCC(CC1)CCC)C)N=C=S 1-Fluoro-2-isothiocyanato-3-methyl-5-{2-[4-(4-propylcyclohexyl)phenyl]-ethynyl}benzene